6-cyclopropyl-2-((2-oxopiperidin-4-yl)amino)nicotinonitrile C1(CC1)C1=NC(=C(C#N)C=C1)NC1CC(NCC1)=O